7-chloro-4-(cyclopropylethynyl)-4-(trifluoromethyl)-3,4-dihydropyrido[2,3-d]pyrimidin-2(1H)-one ClC=1C=CC2=C(NC(NC2(C(F)(F)F)C#CC2CC2)=O)N1